NC1=CC=C(C(=N1)[C@]1(N=C(O[C@@H](C1)C(F)(F)F)NC(OC(C)(C)C)=O)C)F tert-butyl (4S,6S)-4-(6-amino-3-fluoropyridin-2-yl)-4-methyl-6-(trifluoromethyl)-5,6-dihydro-4H-1,3-oxazin-2-ylcarbamate